N1CC(CC1)C(=O)N1CCN(CC1)C=O (4-(pyrrolidine-3-carbonyl)piperazin-1-yl)methanone